C(C1=CC=CC=C1)O[C@@H]1[C@@](C[C@H]([C@@H]1OCC1=CC=CC=C1)N1C=CC2=C1N=CN=C2Cl)(COCC2=CC=CC=C2)CO ((1r,2r,3s,4r)-2,3-bis(benzyloxy)-1-((benzyloxy)methyl)-4-(4-chloro-7H-pyrrolo[2,3-d]pyrimidin-7-yl)cyclopentyl)methanol